C(C)(C)OC(=O)OCOP(=O)(OCOC(=O)OC(C)C)CO[C@@H](CN1C2=NC(=NC(=C2N=C1)N)\C(=C/C(=O)[O-])\C(=O)[O-])C 9-[(R)-2-[[bis[[(isopropoxycarbonyl)oxy]-methoxy] phosphinyl] methoxy] propyl]adeninefumarate